4-(4-methoxyphenoxy)piperidine 1-(4-(4-((1-((1r,4r)-4-ethoxycyclohexyl)-3-(pyrimidin-2-yl)-1H-pyrazol-4-yl)carbamoyl)thiazol-2-yl)-1H-pyrazol-1-yl)ethyl-dihydrogenphosphate C(C)OC1CCC(CC1)N1N=C(C(=C1)NC(=O)C=1N=C(SC1)C=1C=NN(C1)C(C)OP(=O)(O)O)C1=NC=CC=N1.COC1=CC=C(OC2CCNCC2)C=C1